(4-fluoro-1-methyl-6,7-dihydro-5H-cyclopenta[c]pyridin-6-yl)-N-[3-[2-oxo-3-[3-oxo-4-(2-trimethylsilylethoxymethyl)pyrazino[2,3-b][1,4]oxazin-6-yl] oxazol-5-yl]propyl]carbamate FC=1C2=C(C(=NC1)C)CC(C2)OC(NCCCC2=CN(C(O2)=O)C2=NC1=C(OCC(N1COCC[Si](C)(C)C)=O)N=C2)=O